5-bromo-1-methyl-2-phenyl-1H-benzo[d]imidazole BrC1=CC2=C(N(C(=N2)C2=CC=CC=C2)C)C=C1